5-(hexahydropyrrolo[3,4-c]pyrrol-2(1H)-yl)-2-methyl-N-((R)-1-(2-(1-methyl-1H-pyrazol-4-yl)quinolin-4-yl)ethyl)benzamide C1N(CC2C1CNC2)C=2C=CC(=C(C(=O)N[C@H](C)C1=CC(=NC3=CC=CC=C13)C=1C=NN(C1)C)C2)C